N-(3-(4-fluorophenyl)-5-(1-hydroxyethyl)-7-methylquinolin-2-yl)acetamide FC1=CC=C(C=C1)C=1C(=NC2=CC(=CC(=C2C1)C(C)O)C)NC(C)=O